((3R,4S)-4-((5-(4-(trifluoromethyl)phenyl)pyrido[2,3-d]pyridazin-8-yl)amino)pyrrolidin-3-yl)methanol HCl Cl.FC(C1=CC=C(C=C1)C1=C2C(=C(N=N1)N[C@H]1[C@@H](CNC1)CO)N=CC=C2)(F)F